C(C)(C)(C)OC(N(C1=C(C=2C(=NC(=C(C2)C)C)N1C1=C(C(=CC=C1C)OC)C)C=O)C(=O)OC(C)(C)C)=O (Tert-Butoxycarbonyl)(3-formyl-1-(3-methoxy-2,6-dimethylphenyl)-5,6-dimethyl-1H-pyrrolo[2,3-b]pyridin-2-yl)carbamic acid tert-butyl ester